FC([13C](=O)O)(F)F trifluoroacetic acid-13C